O1CCC2=C1C(=CC=C2)C=O 2,3-dihydro-1-benzofuran-7-carbaldehyde